C(CCO)CO The molecule is a butanediol that is butane in which one hydrogen of each of the methyl groups is substituted by a hydroxy group. A colourless, water-miscible, viscous liquid at room temperature (m.p. 16℃) with a high boiling point (230℃), it is mainly used for the production of other organic chemicals, particularly the solvent oxolane (also known as tetrahydrofuran or THF). It has a role as a neurotoxin, a protic solvent and a prodrug. It is a butanediol and a glycol.